[Si](C)(C)(C(C)(C)C)O[C@H]1C[C@@H](CCC1)N1C(CC2=C1N=C(N=C2)Cl)=O 7-((1R,3R)-3-((tert-butyldimethylsilyl)oxy)cyclohexyl)-2-chloro-5,7-dihydro-6H-pyrrolo[2,3-d]pyrimidin-6-one